Cl.S1C2=C(C(=C1)N1CCNCC1)C=CC=C2 4-benzo[b]thiophen-3-ylpiperazine hydrochloride